(Z)-2-(5-bromo-2-fluoronicotinoyl)-3-(dimethylamino)acrylic acid tert-butyl ester C(C)(C)(C)OC(\C(=C/N(C)C)\C(C1=C(N=CC(=C1)Br)F)=O)=O